NCCN(CC#N)CCN1C(N(CC1)CCNCC#N)=O 2-((2-aminoethyl)(2-(3-(2-((cyanomethyl)amino)ethyl)-2-oxoimidazolidin-1-yl)ethyl)amino)acetonitrile